ClC1=C(C=CC(=C1)C#N)C=1C=CC(=C2C=CC=NC12)C[C@@H](C(=O)OC)NC(C1=C(C(=CC=C1F)OC(F)F)F)=O methyl (S)-3-(8-(2-chloro-4-cyanophenyl)quinolin-5-yl)-2-(3-(difluoro methoxy)-2,6-difluorobenzamido)propanoate